Ethyl 4-{[(tert-butoxy)carbonyl][(4-methoxyphenyl)methyl]amino}-5-(3-chloro-2-fluorophenyl)-2,2-difluoro-3-hydroxypentanoate C(C)(C)(C)OC(=O)N(C(C(C(C(=O)OCC)(F)F)O)CC1=C(C(=CC=C1)Cl)F)CC1=CC=C(C=C1)OC